ClC(C1=NC(=NO1)C1=CC(=C(CP(OCC)(=O)NC2=C(C=CC=C2Cl)Cl)C=C1)F)(F)F ethyl P-(4-(5-(chlorodifluoromethyl)-1,2,4-oxadiazol-3-yl)-2-fluorobenzyl)-N-(2,6-dichlorophenyl)phosphonamidate